C1=CC=CC=2C3=CC=C(C=C3C=CC12)C#N phenanthrene-7-carbonitrile